1-(2'-hydroxy-5'-trifluoromethylphenyl)-5-trifluoromethyl-2(3H)benzimidazolone OC1=C(C=C(C=C1)C(F)(F)F)N1C(NC2=C1C=CC(=C2)C(F)(F)F)=O